C(C)OC1=C(C=C2C(=NC=NC2=C1)C=1C(=NN(C1)CC)C1=CC=CC=C1)[C@@H](C)O (R)-1-(7-ethoxy-4-(1-ethyl-3-phenyl-1H-pyrazol-4-yl)quinazolin-6-yl)ethan-1-ol